4-(8-fluoro-7-methylimidazo[1,2-a]pyridin-3-yl)-7-((5-(4-hydroxytetra-hydro-2H-pyran-4-yl)pyridin-2-yl)amino)isoindolin-1-one FC=1C=2N(C=CC1C)C(=CN2)C2=C1CNC(C1=C(C=C2)NC2=NC=C(C=C2)C2(CCOCC2)O)=O